CC1C(C1C=1C=NN(C1)C)C(=O)OC(C)(C)C (±)-trans-tert-Butyl 2-methyl-3-(1-methylpyrazol-4-yl)cyclopropanecarboxylate